CN(C1COC1)C 3-dimethylamino-oxetane